BrC/C=C/C1=C2CN(C(C2=CC=C1)=C=O)C1C(NC(CC1)=O)=O (E)-3-(4-(3-bromoprop-1-en-1-yl)-1-carbonylisoindolin-2-yl)piperidine-2,6-dione